benzyl 4-amino-5-methylcycloheptane-1-carboxylate NC1CCC(CCC1C)C(=O)OCC1=CC=CC=C1